C(CCCCCCCCCCCCCCCCC)N1C(=C(C(C=C1O)=O)O)C N-octadecyl-2-methyl-3,6-dihydroxypyridin-4-one